1-(2-Chloro-5-(9-(3-((4-methoxybenzyl)(methyl)amino)propyl)-3-azaspiro[5.5]undecan-3-Carbonyl)phenyl)dihydropyrimidine-2,4(1H,3H)-dione ClC1=C(C=C(C=C1)C(=O)N1CCC2(CC1)CCC(CC2)CCCN(C)CC2=CC=C(C=C2)OC)N2C(NC(CC2)=O)=O